Methyl 5-methyl-6-(1-methylcyclopropyl)pyrrolo[2,3-b]pyrazine-3-carboxylate CN1C(=CC=2C1=NC(=CN2)C(=O)OC)C2(CC2)C